FC1=C(CN2C=NC3=C2C=CC(=C3)N3CCN(CC3)C)C=C(C(=C1)OCC=1C=NC(=CC1)OC)OC 1-(2-fluoro-5-methoxy-4-((6-methoxypyridin-3-yl)methoxy)benzyl)-5-(4-methylpiperazin-1-yl)-1H-benzo[d]imidazole